2-((2,6-dichlorobenzyl)oxy)-5-((4-fluorophenyl)sulfonyl)-7,8-dihydroquinoline ClC1=C(COC2=NC=3CCC=C(C3C=C2)S(=O)(=O)C2=CC=C(C=C2)F)C(=CC=C1)Cl